BrC1=C(C=CC(=C1)[N+](=O)[O-])C1=CC=C(O1)C=C1C(C2=CC=CC=C2C1)=O 2-[[5-(2-Bromo-4-nitrophenyl)-2-furanyl]methylene]-2,3-dihydro-1H-inden-1-one